FC(C(C)(O)C)(C1=C(C(=CC=C1)[C@@H](C)NC=1C2=C(N=C(N1)C)N=CC(=C2)N2CCN(CC2)C)F)F 1,1-difluoro-1-{2-fluoro-3-[(1R)-1-{[2-methyl-6-(4-methylpiperazin-1-yl)pyrido[2,3-d]pyrimidin-4-yl]amino}ethyl]phenyl}-2-methylpropan-2-ol